CC=1C=C(C(=O)N/N=C/C2=CC3=CC=CC=C3C=C2)C=CC1 (E)-3-methyl-N'-(naphthalen-2-ylmethylene)benzoyl-hydrazine